C(=O)O.ClC=1C=C(C=CC1C(=O)N1CCC(CC1)NC(CC1CNCC1)=O)NC(=O)C=1N(C(=CN1)C1=C(C(=C(C=C1)OC)F)F)C N-[3-chloro-4-[4-[(2-pyrrolidin-3-ylacetyl)amino]piperidine-1-carbonyl]phenyl]-5-(2,3-difluoro-4-methoxy-phenyl)-1-methyl-imidazole-2-carboxamide formate salt